CN1CCOCC12CCN(CC2)C=2C=CC=C1C=CC(=NC21)N2C=NC1=C2C=CC(=C1)OCC1(COC1)C 1-Methyl-9-[2-[5-[(3-methyloxetan-3-yl)methoxy]benzimidazol-1-yl]-8-quinolyl]-4-oxa-1,9-diazaspiro[5.5]undecane